C(CCC(CC(CC)O)O)O 1,4,6-octanetriol